NC1=NNC=C1C1=CC=C2C(=CC=NC2=C1)OC1=CC=C(C=C1)NC(=O)C1(CC1)C(=O)NC1=CC=C(C=C1)F 1-N-[4-[7-(3-Amino-1H-pyrazol-4-yl)quinolin-4-yl]oxyphenyl]-1-N'-(4-fluorophenyl)cyclopropane-1,1-dicarboxamide